[S].Cl.C(C=C)NCC=C diallylamine hydrochloride sulfur